C1=CC=CC=2C1=CC1=CC=CC=C1C2 benzo[B]naphthalene